FC1=C(C(=O)NC2=C(C=CC=C2)C(NCCN2CCNCC2)=O)C=CC(=C1)F 2,4-difluoro-N-(2-((2-(piperazin-1-yl)ethyl)carbamoyl)phenyl)benzamide